rac-6-(4-(3-((3-oxo-4-(trifluoromethyl)-3,5,6,7-tetrahydro-2H-cyclopenta[c]pyridazin-7-yl)amino)propanoyl)piperazin-1-yl)nicotinonitrile O=C1C(=C2C(=NN1)[C@@H](CC2)NCCC(=O)N2CCN(CC2)C2=NC=C(C#N)C=C2)C(F)(F)F |r|